N-ethyl-N,2,3-trimethylbut-2-en-1-amine C(C)N(CC(=C(C)C)C)C